6-(4-chloropyridin-3-yl)-4-azaspiro[2.4]heptane hydrochloride Cl.ClC1=C(C=NC=C1)C1CNC2(CC2)C1